F[C@H]1CN(CC[C@H]1OC=1C=C2C(=NC=NC2=CC1OC)NC1=C(C=CC(=C1)C=1OC=CC1)OC)C(C=C)=O 1-((3S,4R)-3-fluoro-4-((4-((5-(furan-2-yl)-2-methoxyphenyl)amino)-7-methoxy-quinazolin-6-yl)oxy)piperidin-1-yl)prop-2-en-1-one